NCC1=CN=C(S1)S(=O)(=O)N1CC(CC(C1)C1=CC=CC=C1)C(=O)N1CCN(CC1)S(=O)(=O)C (1-((5-(aminomethyl)thiazol-2-yl)sulfonyl)-5-phenylpiperidin-3-yl)(4-(methylsulfonyl)piperazin-1-yl)methanone